1-{[(4R,7R)-7-fluoro-6-oxo-5-azaspiro[2.4]hept-4-yl]methoxy}-7-(propan-2-yloxy)isoquinoline-6-carboxamide F[C@H]1C(N[C@H](C12CC2)COC2=NC=CC1=CC(=C(C=C21)OC(C)C)C(=O)N)=O